1-(2-piperidyl)ethanone N1C(CCCC1)C(C)=O